FC1=C(NC2=C(C=NC3=CC(=C(C=C23)N2CCN(CC2)C)OCC)C(=O)N)C=CC(=C1)F 4-(2,4-difluoroanilino)-7-ethoxy-6-(4-methylpiperazin-1-yl)quinoline-3-carboxamide